C1=CC=CC2=C1C=CC=1C2=NC2=CC=C3C=4C=CC=CC4N=C3C21 benzindolocarbazole